C(C)(C)(C)OC(=O)N(C1CCN(CC12CC2)C2=CC=C(C=1N=CC=NC21)C(=O)O)CC 8-[8-[tert-butoxycarbonyl(ethyl)amino]-5-azaspiro[2.5]octan-5-yl]quinoxaline-5-carboxylic acid